3-(((2-(1,1-dioxidothiomorpholino)ethyl)amino)methyl)-4H-pyrido[1,2-a]pyrimidin-4-one O=S1(CCN(CC1)CCNCC1=CN=C2N(C1=O)C=CC=C2)=O